C(C)N(C(C)=O)CC(=O)O 2-(N-ETHYLACETAMIDO)ACETIC ACID